2-Cycloheptylaminoethan C1(CCCCCC1)NCC